13-Tosyl-7,8,8a,13,13a,13b-hexahydro-5H-benzo[1,2]indolizino[8,7-b]indol-5-one S(=O)(=O)(C1=CC=C(C)C=C1)N1C2C(C3=CC=CC=C13)CCN1C(C3=C(C12)C=CC=C3)=O